(R)-6-(1-(1-(azetidine-3-carbonyl)pyrrolidin-3-yl)-1H-pyrazol-4-yl)-4-methoxypyrazolo[1,5-a]pyridine-3-carbonitrile N1CC(C1)C(=O)N1C[C@@H](CC1)N1N=CC(=C1)C=1C=C(C=2N(C1)N=CC2C#N)OC